C1(=CC=CC=C1)C1=CC=C(C=C1)/C=C/B(O)O trans-2-(4-phenylphenyl)vinylboronic acid